COC1=CC=C(C=C1)C1NCCC2=CC=CC=C12 1-(4-methoxyphenyl)-1,2,3,4-tetrahydroisoquinoline